C(C)(C)(C)NS(=O)(=O)C1=C(C=C(C=C1)Cl)F N-tert-butyl-4-chloro-2-fluorobenzene-1-sulfonamide